C1(CCCC1)CC=1OC(=CN1)C=1C=C2C(=NC1C=1C=C3C(=NC1)CN(C3=O)CC3CC3)CCC2 3-(3-(2-(cyclopentylmethyl)oxazol-5-yl)-6,7-dihydro-5H-cyclopenta[b]pyridin-2-yl)-6-(cyclopropylmethyl)-6,7-dihydro-5H-pyrrolo[3,4-b]pyridin-5-one